C(C)(C)(C)C1C(CCCC1)OCC(CC)O ((2-(tert-butyl)cyclohexyl)oxy)butan-2-ol